CC(CCCCCC)N L-2-octylamine